6,6-bis(non-2-yn-1-yloxy)hexanoic acid C(C#CCCCCCC)OC(CCCCC(=O)O)OCC#CCCCCCC